4-[1-[2-[2-(2-azidoethoxy)ethoxy]ethoxymethyl]-2-[(1R)-6-methoxy-1-methyl-3,4-dihydro-1H-isoquinolin-2-yl]-2-oxo-ethyl]sulfanyl-5-methyl-1H-pyrimidin-2-one N(=[N+]=[N-])CCOCCOCCOCC(C(=O)N1[C@@H](C2=CC=C(C=C2CC1)OC)C)SC1=NC(NC=C1C)=O